phenyl nonylphenyl phosphate P(=O)(OC1=CC=CC=C1)(OC1=C(C=CC=C1)CCCCCCCCC)[O-]